C(CCCCCCCCCCCCCCCCC)(=O)O.C(CCCCCCC\C=C/CCCCCCCC)(=O)OCC(O)CO Glyceryl Oleat Stearat